C(C=C)OC1=C(C=C(C=C1)/C=C/C(=O)O)OC (E)-3-(4-(allyloxy)-3-methoxyphenyl)acrylic acid